BrC=1C(=NC(=CC1)C=1N=NN(C1COC1OCCN1)C)C(F)F 3-bromo-2-(difluoromethyl)-6-{1-methyl-5-[(oxazolidin-2-yloxy)methyl]-1H-1,2,3-triazol-4-yl}pyridine